OC(COC=1C=C(C=CC1)/C=C/C(=O)C1=CC=CC=C1)CN1CCN(CC1)C (E)-3-[3-[2-Hydroxy-3-(4-methylpiperazin-1-yl)propoxy]phenyl]-1-phenylprop-2-en-1-one